C(C1=CC=CC=C1)OC(=O)C(CCC[C@H](N)C(=O)O)N 6-benzyloxycarbonyl-L-lysine